The molecule is a monohydroxyanthraquinone that is 9,10-anthraquinone in which the hydrogens at positions 1 and 2 are replaced by a hydroxy and an allyl group, respectively. It has a role as an EC 1.4.1.3 {glutamate dehydrogenase [NAD(P)(+)]} inhibitor. C=CCC1=C(C2=C(C=C1)C(=O)C3=CC=CC=C3C2=O)O